4-[(6-{1-[(tert-butyldimethylsilyl)oxy]propyl}-4-methylpyridin-3-yl)amino]-5-iodo-1-methylpyrimidin-2-one [Si](C)(C)(C(C)(C)C)OC(CC)C1=CC(=C(C=N1)NC1=NC(N(C=C1I)C)=O)C